D-5-fluoro-3-(trifluoromethyl)benzene-1-carboxamide FC=1C=C(C=C(C1)C(=O)N)C(F)(F)F